dipentaerythritol monoricinoleate C(CCCCCCC\C=C/C[C@H](O)CCCCCC)(=O)OCC(CO)(COCC(CO)(CO)CO)CO